2-allyl-1-(6-(1-cyanocyclopropan-1-yl)pyridin-2-yl)-6-methylsulfinyl-1H-pyrazolo[3,4-d]pyrimidin-3(2H)-one C(C=C)N1N(C2=NC(=NC=C2C1=O)S(=O)C)C1=NC(=CC=C1)C1(CC1)C#N